ClC=1C=C2C=3C=C(C=C(C3N(C2=CC1)S(=O)(=O)C1=CC=C(C)C=C1)OCC1N(CCC1)C(=O)OC(C)(C)C)NC1=CC=C(C=C1)Cl tert-Butyl 2-(((6-chloro-3-((4-chlorophenyl)amino)-9-tosyl-9H-carbazol-1-yl)oxy)methyl)pyrrolidine-1-carboxylate